N(=C=O)CCCC(CCCCN=C=O)CN=C=O 1,3,6-triisocyanatomethyl-hexane